5-benzyloxy-7-methoxymethoxy-2-(3,4,5-tribenzyloxy-phenyl)chroman-3-ol C(C1=CC=CC=C1)OC1=C2CC(C(OC2=CC(=C1)OCOC)C1=CC(=C(C(=C1)OCC1=CC=CC=C1)OCC1=CC=CC=C1)OCC1=CC=CC=C1)O